C(=O)=C1C(C(C2=CC=CC=C2C1)=O)=C=O dicarbonyl-tetralone